5-chloro-N-((1r,4r)-4-(3-chloro-4-cyanophenoxy)cyclohexyl)pyrimidine-2-carboxamide ClC=1C=NC(=NC1)C(=O)NC1CCC(CC1)OC1=CC(=C(C=C1)C#N)Cl